N-(3-(chloromethyl)phenyl)-2-(3-chlorophenyl)acetamide 3-IODO-2-PROPYNYL-BUTYLCARBAMATE IC(C(CNC(O)=O)C#CC)C.ClCC=1C=C(C=CC1)NC(CC1=CC(=CC=C1)Cl)=O